(S)-N-(1-(3-(2-cyclopentylpyridin-4-yl)-1,2,4-oxadiazol-5-yl)ethyl)-3-(difluoromethyl)-1-methyl-1H-pyrazole-5-carboxamide C1(CCCC1)C1=NC=CC(=C1)C1=NOC(=N1)[C@H](C)NC(=O)C1=CC(=NN1C)C(F)F